ClC1=CC=2C3=C(C=NC2C=C1)N=C(N3[C@H]3C[C@H](OCC3)C)CC3=NC=C(N=C3)C([2H])[2H] 8-chloro-2-{[5-(2H2)methylpyrazin-2-yl]methyl}-1-[(2R,4R)-2-methyltetrahydro-2H-pyran-4-yl]-1H-imidazo[4,5-c]quinoline